FC(OC1=CC(=NC(=C1)S(=O)(=O)C)NC1=CC(=NC=C1C1=NN(C=C1)C)NC(C)=O)F N-(4-((4-(difluoromethoxy)-6-(methylsulfonyl)pyridin-2-yl)amino)-5-(1-methyl-1H-pyrazol-3-yl)pyridin-2-yl)acetamide